C=CCCCCC(CCCCCC)OC(C(CCCCCCC(CCCCCCCCC)N(CCCCCCCCCC)C(CCCN(C)C)=O)(F)F)=O 9-(N-decyl-4-(dimethylamino)butyrylamino)-2,2-difluorooctadecanoic acid tridecen-7-yl ester